C(C)(C)(C)OC(NC1=CC(=C(C=C1)F)NC(CC1=CC(=CC=C1)C(F)(F)F)=O)=O 4-fluoro-3-[2-(3-trifluoromethylphenyl)acetylamino]phenylcarbamic acid t-butyl ester